2-(4-chloro-1-isopropyl-1H-pyrazol-5-yl)-4-(3-chloro-4-(3-isopropoxypyridin-2-yl)benzyl)-6,7-dihydro-[1,2,4]triazolo[1,5-a]pyrimidin ClC=1C=NN(C1C1=NN2C(N(CCC2)CC2=CC(=C(C=C2)C2=NC=CC=C2OC(C)C)Cl)=N1)C(C)C